prop-2-yn-1-yl (2r,3s)-2-(4-fluorophenyl)-3-phenyl-3-(phenylamino)-2-propylaminopropionate FC1=CC=C(C=C1)[C@](C(=O)OCC#C)([C@@H](NC1=CC=CC=C1)C1=CC=CC=C1)NCCC